ClC1=C(C=CC(=C1)C#C)F 2-chloro-4-ethynyl-1-fluorobenzene